4-[2-cyclopropyl-6-(4-fluoro-6-{[(3S)-3-methylpiperidin-1-yl]methyl}-1-oxo-3H-isoindol-2-yl)pyridin-4-yl]-3-(4-methyl-1,2,4-triazol-3-yl)benzonitrile C1(CC1)C1=NC(=CC(=C1)C1=C(C=C(C#N)C=C1)C1=NN=CN1C)N1C(C2=CC(=CC(=C2C1)F)CN1C[C@H](CCC1)C)=O